NC1=NC=CC=C1C1=NC=2C(=NC(=CC2)C2COCC2)N1C1=CC=C(CN2CCC(CC2)NC2=NC(=NC=C2)C#N)C=C1 4-((1-(4-(2-(2-Aminopyridin-3-yl)-5-(tetrahydrofuran-3-yl)-3H-imidazo[4,5-b]pyridin-3-yl)benzyl)piperidin-4-yl)amino)pyrimidine-2-carbonitrile